5-[5-cyano-3-ethoxycarbonyl-2-[2-(4-fluorophenyl)ethyl]-6-methoxy-4-pyridyl]thiophene-2-carboxylic acid C(#N)C=1C(=C(C(=NC1OC)CCC1=CC=C(C=C1)F)C(=O)OCC)C1=CC=C(S1)C(=O)O